2-acetoxyethyl 4-((E)-4-((2Z,4E)-2-hydroxy-5-((4-methoxyphenyl)(methyl)amino)penta-2,4-dien-1-ylidene)-5-oxo-3-(trifluoromethyl)-4,5-dihydro-1H-pyrazol-1-yl)benzoate O\C(\C=C\1/C(=NN(C1=O)C1=CC=C(C(=O)OCCOC(C)=O)C=C1)C(F)(F)F)=C/C=C/N(C)C1=CC=C(C=C1)OC